N-methyl-N-propoxycarbonyl-L-phenylalanine methyl ester COC([C@@H](N(C(=O)OCCC)C)CC1=CC=CC=C1)=O